C(C)(C)(C)OC(=O)N1[C@H]2CN(C[C@@H]1CC2)C=2C1=C(N=C(N2)Cl)N=C(C=C1)Cl.CN(C)C(ON1N=NC=2C1=NC=CC2)=[N+](C)C [dimethylamino(triazolo[4,5-b]pyridin-3-yloxy)methylidene]-dimethylazanium tert-butyl-(1R,5S)-3-(2,7-dichloropyrido[2,3-d]pyrimidin-4-yl)-3,8-diazabicyclo[3.2.1]octan-8-carboxylate